The molecule is an avermectin analogue that is eprinomectin B1a in which the butan-2-yl substituent of the spiroketal moiety is replaced by an isopropyl group. It is an avermectin analogue, a member of acetamides, a semisynthetic derivative, an organic heteropentacyclic compound, a spiroketal and a disaccharide derivative. C[C@H]1/C=C/C=C/2\\CO[C@H]3[C@@]2([C@@H](C=C([C@H]3O)C)C(=O)O[C@H]4C[C@@H](C/C=C(/[C@H]1O[C@H]5C[C@@H]([C@H]([C@@H](O5)C)O[C@H]6C[C@@H]([C@H]([C@@H](O6)C)NC(=O)C)OC)OC)\\C)O[C@]7(C4)C=C[C@@H]([C@H](O7)C(C)C)C)O